COC=1C=C(C=C(C1OC)OC)C1=NC=CC=2N1N=CN2 5-(3,4,5-trimethoxyphenyl)-[1,2,4]triazolo[1,5-c]pyrimidine